2-chloro-N-(4-(1-((2-(trimethylsilyl)ethoxy)methyl)-1H-pyrazol-4-yl)phenyl)pyrimidin-4-amine ClC1=NC=CC(=N1)NC1=CC=C(C=C1)C=1C=NN(C1)COCC[Si](C)(C)C